BrOBr di-bromoether